1,2-dichloro-4-methylbenzene ClC1=C(C=C(C=C1)C)Cl